ClC1=CC=C2C(=C1)C(N(C(C21CCNCC1)=O)CCNC(=N)N)C1CCC(CC1)C(C)C 1-(2-(7-chloro-1-((1s,4s)-4-isopropylcyclohexyl)-3-oxo-1H-spiro[isoquinoline-4,4-piperidin]-2(3H)-yl)ethyl)guanidine